(Z)-5-((1-((tert-butyldimethylsilyl)oxy)cyclohexyl)methylene)-4-propylfuran-2(5H)-one [Si](C)(C)(C(C)(C)C)OC1(CCCCC1)\C=C/1\C(=CC(O1)=O)CCC